1-(7,7-dimethyl-2-(phenoxyimino)bicyclo[2.2.1]hept-1-yl)-N-(3-methoxyphenyl)methanesulfonamide CC1(C2(C(CC1CC2)=NOC2=CC=CC=C2)CS(=O)(=O)NC2=CC(=CC=C2)OC)C